COC=1C=C2C(=NC1C1=C3CCC(C3=CC=C1)C#N)C(=NN2)C=2C=NN(C2)[C@@H]2CNCC2 4-(6-methoxy-3-(1-((S)-pyrrolidin-3-yl)-1H-pyrazol-4-yl)-1H-pyrazolo[4,3-b]pyridin-5-yl)-2,3-dihydro-1H-indene-1-carbonitrile